N-(3-cyanophenyl)-2-(7-fluoro-chroman-4-yl)-4-(trifluoromethyl)benzamide C(#N)C=1C=C(C=CC1)NC(C1=C(C=C(C=C1)C(F)(F)F)C1CCOC2=CC(=CC=C12)F)=O